C1(OC(C(C)(C(=O)O)O1)C)=O methyl-2-carboxyl-propylene carbonate